tert-butyl (1S,2S)-1-hydroxy-2-[(5R)-5H-imidazo[4,3-a]isoindol-5-yl]-8-azaspiro[4.5]decane-8-carboxylate O[C@H]1[C@@H](CCC12CCN(CC2)C(=O)OC(C)(C)C)[C@H]2N1C(C3=CC=CC=C23)=CN=C1